C(C(C)=C)OCC(C(=O)OCC(C1=CC=CC=C1)C1=CC=CC=C1)=C diphenylethyl α-methallyloxymethylacrylate